(2S)-1-benzyloxypentan-4-en-2-ol C(C1=CC=CC=C1)OC[C@H](CC=C)O